(R)-4-((1-((tert-butyldimethylsilyl)oxy)-2-methylhex-2-yl)amino)-2-((2,4-dimethoxybenzyl)amino)-7-fluoroquinoline-3-carboxylic acid [Si](C)(C)(C(C)(C)C)OC[C@](CCCC)(C)NC1=C(C(=NC2=CC(=CC=C12)F)NCC1=C(C=C(C=C1)OC)OC)C(=O)O